C(C)(=O)OCC[C@H](N)C(=O)O O-acetyl-L-homoserine